C1=C(C=CC=2C3=CC=C(C=C3C=CC12)O)O phenanthrene-2,7-diol